ClC1=C(C(=O)O)C=CC(=C1)NC(=O)C=1N(C(=CN1)C=1C(=NN(C1)C1=NC=CC=N1)C(F)(F)F)C 2-chloro-4-(1-methyl-5-(1-(pyrimidin-2-yl)-3-(trifluoromethyl)-1H-pyrazol-4-yl)-1H-imidazole-2-carboxamido)benzoic acid